tert-Butyl-N-{[(3aR,4R,6R,6aS)-6-[4-amino-5-(1-benzylpyrazol-3-yl)-2-chloropyrrolo[2,3-d]pyrimidin-7-yl]-2,2-dimethyl-tetrahydro-3aH-cyclopenta[d][1,3]dioxol-4-yl]methyl}carbamate C(C)(C)(C)OC(NC[C@H]1C[C@H]([C@@H]2OC(O[C@@H]21)(C)C)N2C=C(C1=C2N=C(N=C1N)Cl)C1=NN(C=C1)CC1=CC=CC=C1)=O